ClCC(C)(F)F 1-Chloro-2,2-difluoropropane